2-[4-(1,3-benzoxazol-2-yl)-5-ethoxy-1-methyl-6-oxo-1,6-dihydropyrimidin-2-yl]-1-cyclobutyl-1H-1,3-benzodiazole-6-carboxamide O1C(=NC2=C1C=CC=C2)C=2N=C(N(C(C2OCC)=O)C)C2=NC1=C(N2C2CCC2)C=C(C=C1)C(=O)N